N-(1-(5-chloro-2-methoxyphenyl)pyrrolidin-3-yl)-4-(trifluoromethoxy)benzenesulfonamide ClC=1C=CC(=C(C1)N1CC(CC1)NS(=O)(=O)C1=CC=C(C=C1)OC(F)(F)F)OC